8-phenyl-2-(4-(4,4,5,5-tetramethyl-1,3,2-dioxaborolan-2-yl)phenyl)-[1,2,4]triazolo[1,5-a]pyridine C1(=CC=CC=C1)C=1C=2N(C=CC1)N=C(N2)C2=CC=C(C=C2)B2OC(C(O2)(C)C)(C)C